ClC=1C(=NC=C(C1)C(C)(F)F)C(=O)OCC ethyl 3-chloro-5-(1,1-difluoroethyl)picolinate